4-chloro-3-(5,7-difluoro-6-(3-fluoropyridin-4-yl)-4-oxo-1,4-dihydroquinolin-2-yl)benzonitrile ClC1=C(C=C(C#N)C=C1)C=1NC2=CC(=C(C(=C2C(C1)=O)F)C1=C(C=NC=C1)F)F